C1(=CC=CC2=CC=CC=C12)N(C1=CC=C(C=C1)C1=CC=C(C=C1)N(C1=CC=CC=C1)C1=CC=CC2=CC=CC=C12)C1=CC=CC=C1 N,N'-Di(1-naphthyl)-N,N'-diphenyl-(1,1'-biphenyl)-4,4'-diamine